ClC1=CC(=NC(=C1)C(C)(F)F)N1N=C(C=2C=NC(=CC21)NC(C)=O)C N-(1-(4-chloro-6-(1,1-difluoroethyl)pyridin-2-yl)-3-methyl-1H-pyrazolo[4,3-c]pyridin-6-yl)acetamide